3-((4,4-dimethylcyclohexyl)oxy)-N-(1-(2-(methyl(2-(p-tolyloxy)ethyl)amino)-2-oxoethyl)-1H-pyrazol-4-yl)propanamide CC1(CCC(CC1)OCCC(=O)NC=1C=NN(C1)CC(=O)N(CCOC1=CC=C(C=C1)C)C)C